C1(C=CC(N1CCC(NCCOCCOCCOCCOCCC(=O)O)=O)=O)=O 19-Maleimido-17-oxo-4,7,10,13-tetraoxa-16-aza-nonadecanoic acid